(S)-2-((4-((2-hydroxy-1-phenylethyl)amino)-5-(3-(pyridin-3-yl)-1,2,4-oxadiazol-5-yl)pyrimidin-2-yl)amino)-6,7,7-trimethyl-6,7-dihydro-5H-pyrrolo[3,4-b]pyridin-5-one OC[C@H](C1=CC=CC=C1)NC1=NC(=NC=C1C1=NC(=NO1)C=1C=NC=CC1)NC1=CC=C2C(=N1)C(N(C2=O)C)(C)C